ethyl 1-[1-(tert-butoxycarbonyl)azetidin-3-yl]-5-methyl-1,2,3-triazole-4-carboxylate C(C)(C)(C)OC(=O)N1CC(C1)N1N=NC(=C1C)C(=O)OCC